OC(C)C1=NC=C(C2=C1CCO2)C(=O)OC methyl 4-(1-hydroxyethyl)-2,3-dihydrofuro[3,2-c]pyridine-7-carboxylate